C(C1=CC=CC=C1)NC(=O)C=1N(C(N2C1CN(CC2)C(C2=CC(=C(C=C2)Cl)Cl)=O)=O)C2=C(C=C(C=C2)OC)C(F)(F)F N-benzyl-7-(3,4-dichlorobenzoyl)-2-[4-methoxy-2-(trifluoromethyl)phenyl]-3-oxo-6,8-dihydro-5H-imidazo[1,5-a]pyrazine-1-carboxamide